(6-bromo-1H-pyrrolo[3,2-c]pyridin-1-yl)piperidine-1-carboxylic acid tert-butyl ester C(C)(C)(C)OC(=O)N1C(CCCC1)N1C=CC=2C=NC(=CC21)Br